Naphthalene-6-sulfonic acid C1=CC=CC2=CC(=CC=C12)S(=O)(=O)O